COC(C1=C(C=C(C(=C1)OCCCNC(CC1=CC(=CC=C1)F)=O)OC)N)=O 2-amino-5-(3-(2-(3-fluorophenyl)acetamido)propoxy)-4-methoxybenzoic acid methyl ester